bibenzimidazolylidene N=1C(N=C2C1C=CC=C2)=C2N=C1C(=N2)C=CC=C1